C(=O)O.NC1CCC(CC1)NC1=NC2=C(C=C(C=C2C=N1)C1=C(C=C(C=C1)NS(=O)(=O)C1=CC=C(C=C1)Cl)C)CC N-(4-(2-(((1r,4r)-4-aminocyclohexyl)-amino)-8-ethyl-quinazolin-6-yl)-3-methylphenyl)-4-chlorobenzene-sulfonamide, formate salt